OC(CNC(C=C)=O)CO N-(2,3-Dihydroxypropyl)acrylamide